C12CN(CC(CC1)O2)C=2C=1N(N=C(C2)N2CC3CCC(C2)O3)C(=NC1)C1=NNC=C1 3-(4-(8-oxa-3-azabicyclo[3.2.1]oct-3-yl)-7-(1H-pyrazol-3-yl)imidazo[1,5-b]pyridazin-2-yl)-8-oxa-3-azabicyclo[3.2.1]octane